N-[2-(4-formylcyclohexyl)-6-(trifluoromethyl)indazol-5-yl]-6-(trifluoromethyl)pyridine-2-carboxamide C(=O)C1CCC(CC1)N1N=C2C=C(C(=CC2=C1)NC(=O)C1=NC(=CC=C1)C(F)(F)F)C(F)(F)F